CN1N=CC(=C1C)B(O)O (1,5-dimethylpyrazol-4-yl)boronic acid